S(SC(C(=O)O)CC1=CC=C(C=C1)OCCC1=NC=C(C=C1)C(C)O)C(C(=O)O)CC1=CC=C(C=C1)OCCC1=NC=C(C=C1)C(C)O 2,2'-disulfanediylbis(3-(4-(2-(5-(1-hydroxyethyl)pyridin-2-yl)ethoxy)phenyl)propanoic acid)